NC1(CC1)CN1CC(C1)OC1=C(C2=C([C@H]3[C@@H](B(O2)O)C3)C=C1)C(=O)O (1aS,7bR)-5-({1-[(1-aminocyclopropyl)methyl]azetidin-3-yl}oxy)-2-hydroxy-1,1a,2,7b-tetrahydrocyclopropa[c][1,2]benzoxaborinine-4-carboxylic acid